O=C1N(CCC(N1)=O)C1=CN=CC2=CC(=CC=C12)N1CCN(CCC1)C(=O)OC(C)(C)C Tert-butyl 4-[4-(2,4-dioxohexahydropyrimidin-1-yl)-7-isoquinolyl]-1,4-diazepane-1-carboxylate